(((9aR,10S)-10-((R)-(2,3-difluorophenyl)(phenyl)methyl)-3,5-dioxo-3,5,8,9,9a,10-hexahydro-7H-pyrrolo[1',2':4,5]pyrazino[1,2-b]pyridazin-4-yl)oxy)methyl isobutyrate C(C(C)C)(=O)OCOC1=C2N(N=CC1=O)[C@H]([C@@H]1N(C2=O)CCC1)[C@H](C1=CC=CC=C1)C1=C(C(=CC=C1)F)F